C(C)(C)(C)C=1C=C(C=CC1)C1=C(C=CC=C1)N(CCCN(C)C)C1=C(C(=CC(=C1)C)C(C)(C)C)O 3-(tert-butyl)-2'-((3-(tert-butyl)-2-hydroxy-5-methylphenyl)(3-(dimethylamino)propyl)amino)-[1,1'-biphenyl]